F[C@@H]1[C@@H](C1)C(=O)NC=1N=C2N(N=C(C=C2)C=2C=CC(=C(C2)NC(=O)N2OCC[C@H]2C2=CC=CC=C2)C)C1 (S)-N-(5-(2-((1S,2S)-2-fluorocyclopropane-1-carboxamido)imidazo[1,2-b]pyridazin-6-yl)-2-methylphenyl)-3-phenylisoxazolidine-2-carboxamide